3-[4-methoxy-3-((methoxycarbonyl)oxy)phenyl]prop-2-enoate COC1=C(C=C(C=C1)C=CC(=O)[O-])OC(=O)OC